FC1=C(C=CC(=C1)F)N1N=C(C(C1(C(=O)NCCCN1CCOCC1)C)C=1SC=CC1)C1=CC=C(C=C1)F 1-(2,4-difluorophenyl)-3-(4-fluorophenyl)-5-methyl-N-(3-morpholinylpropyl)-4-(thiophen-2-yl)-4,5-dihydro-1H-pyrazole-5-carboxamide